2-(7-(cyclopropylmethyl)-9-methoxy-2-methyl-3-oxo-3,5-dihydro-2H-benzo[c]pyrido[3,4-e]azepin-5-yl)-N-ethylacetamide C1(CC1)CC1=NC(C=2C(C3=C1C=C(C=C3)OC)=CN(C(C2)=O)C)CC(=O)NCC